N-[2-(2-phenyl-1H-indol-3-yl)ethyl]nonanamide ethyl-2-(3-(3,5-bis(trifluoromethyl)phenyl)-1H-1,2,4-triazol-1-yl)-4-chloro-1-methyl-1H-imidazole-5-carboxylate C(C)OC(=O)C1=C(N=C(N1C)N1N=C(N=C1)C1=CC(=CC(=C1)C(F)(F)F)C(F)(F)F)Cl.C1(=CC=CC=C1)C=1NC2=CC=CC=C2C1CCNC(CCCCCCCC)=O